COC(C1CCN(CC1)C=1C=C(C=CC1)S(=O)(=O)N1CCC(CC1)NC(OC(C)(C)C)=O)OC tert-Butyl (1-((3-(4-(dimethoxymethyl)piperidin-1-yl)phenyl)sulfonyl)piperidin-4-yl)-carbamate